[N+](=O)([O-])C1=CC=C(C=C1)NC([C@H]1NCCC1)=O N-(4-nitrophenyl)-(s)-prolinamide